12-methyl-13-oxa-2,4,10-triazatricyclo[7.4.0.0[3,7]]trideca-1(9),2,5,7-tetraene CC1CNC=2C=C3C=CNC3=NC2O1